CC(C(=O)OCC(CBr)(CBr)COC(CCC)=O)C 3-bromo-2-[(butyryloxy)methyl]-2-(bromomethyl)propyl 2-methylpropanoate